P(=O)(OCCOCCOCC(C(F)(F)F)(F)F)(OCCOCCOCC(C(F)(F)F)(F)F)OCCOCCOCC(C(F)(F)F)(F)F tris(2-(2-(2,2,3,3,3-pentafluoropropoxy)ethoxy)ethyl) phosphate